O1CCC(CC1)OC1=CC=C(C=N1)B(O)O 6-(TETRAHYDRO-2H-PYRAN-4-YLOXY)PYRIDIN-3-YLBORONIC ACID